3-(2-hydroxypropan-2-yl)-6'-methyl-[1,3'-bipyridin]-2-one OC(C)(C)C=1C(N(C=CC1)C=1C=NC(=CC1)C)=O